2,3-difluoro-5-thienyl-8-(2,4-bis-trifluoromethylphenyl)pyrazino[2,3-D]Pyridazine FC=1C(=NC=2C(=C(N=NC2C=2SC=CC2)C2=C(C=C(C=C2)C(F)(F)F)C(F)(F)F)N1)F